FC1=C(C(=CC=C1)F)N1N=C(C=CC1=O)C(=O)NC1=C(C2=C(N(C(=N2)C)C2CCN(CC2)C)C=C1)N1C[C@H](CC1)NC(OC(C)(C)C)=O tert-butyl (S)-(1-(5-(1-(2,6-difluorophenyl)-6-oxo-1,6-dihydropyridazine-3-carboxamido)-2-methyl-1-(1-methylpiperidin-4-yl)-1H-benzo[d]imidazol-4-yl)pyrrolidin-3-yl)carbamate